OCC12C3C4C5(C(C14)C2C53)C(=O)OC(C)(C)C (1r,2R,3r,8S)-tert-butyl 4-(hydroxymethyl)cubane-1-carboxylate